C(C)C=1C=C(C=C(C1)CC)P(C1=CC(=CC(=C1)CC)CC)C=1C(=C(C2=CC=CC=C2C1)C1=CC=CC2=CC=CC=C12)P(C1=CC(=CC(=C1)CC)CC)C1=CC(=CC(=C1)CC)CC bis[bis(3,5-diethylphenyl)phosphino]-1,1'-binaphthyl